2-{[(3R)-4-{6-[(4-chloro-2-fluorobenzyl)oxy]pyridin-2-yl}-3-(hydroxymethyl)piperazin-1-yl]methyl}-1-(2-methoxyethyl)-1H-benzimidazole-6-carboxylic acid ClC1=CC(=C(COC2=CC=CC(=N2)N2[C@H](CN(CC2)CC2=NC3=C(N2CCOC)C=C(C=C3)C(=O)O)CO)C=C1)F